2-methyl-4-nitro-1-{[2-(trimethylsilyl)ethoxy]methyl}-1H-imidazole CC=1N(C=C(N1)[N+](=O)[O-])COCC[Si](C)(C)C